ClC=1N=C(C2=C(N1)C(NCC2)=O)N2CC1CCC(C2)N1C(=O)OC(C)(C)C Tert-butyl 3-(2-chloro-8-oxo-5,6,7,8-tetrahydropyrido[3,4-d]pyrimidin-4-yl)-3,8-diazabicyclo[3.2.1]octane-8-carboxylate